ClCCCCCC1=C2CN(C(C2=CC=C1)=O)C1C(NC(CC1)=O)=O 3-(4-(5-chloropentyl)-1-oxoisoindolin-2-yl)piperidine-2,6-dione